N1(CCC1)CCC=1C(=CC(N(C1)C(C(=O)N[C@@H](CC(=O)OCC)C=1C=C(C=C(C1F)C)C1=C(C=C(C=C1C)C)F)CC(C)C)=O)C(F)(F)F Ethyl (3S)-3-(2-(5-(2-(azetidin-1-yl)ethyl)-2-oxo-4-(trifluoromethyl)pyridin-1(2H)-yl)-4-methylpentanamido)-3-(2',4-difluoro-4',5,6'-trimethyl-[1,1'-biphenyl]-3-yl)propanoate